(R)-5-(2-(3-(ethoxymethyl)-3-(2-(thiophen-3-yl)ethyl)pyrrolidin-1-yl)propan-2-yl)-2-methylpyridine C(C)OC[C@]1(CN(CC1)C(C)(C)C=1C=CC(=NC1)C)CCC1=CSC=C1